COC1=CC=C(C=C1)/C=C/C(=O)N[C@@H](CC(C)C)C(=O)O (E)-(3-(4-methoxyphenyl)acryloyl)-L-leucine